C(#N)C1=CNC2=C(C=CC(=C12)C)NS(=O)(=O)C=1C=NN(C1)C1CCN(CC1)CC(F)(F)F N-(3-Cyano-4-methyl-1H-indol-7-yl)-1-[1-(2,2,2-trifluoroethyl)-4-piperidyl]pyrazol-4-sulfonamid